C(CCC)C1=CC=C(C=C1)OC(OC1=CC=C(C=C1)CCCC)=O di-(4-n-butylphenyl)-carbonate